4-(triisopropylsilylethynyl)phenylacetylene C(C)(C)[Si](C(C)C)(C(C)C)C#CC1=CC=C(C=C1)C#C